O=C1C=CC(=CN1N1CCCC1)[C@@H]1OCC[C@@H](C1)C(=O)OC methyl (2R,4S)-2-(6-oxo-1-pyrrolidin-1-yl-3-pyridyl)tetrahydropyran-4-carboxylate